C(#N)C1=CC=C(C=2C(=COC21)C=2CN(CCC2)C(=O)O)F.FC=2C=C1CCO[C@H](C1=CC2)[C@H]2NCCC2 (S)-2-((R)-6-fluoroisochroman-1-yl)pyrrolidine 3-(7-Cyano-4-fluoro-1-benzofuran-3-yl)-5,6-dihydro-2H-pyridine-1-carboxylate